4'-((2'-butyl-1,7'-dimethyl-1H,3'H-[2,5'-bibenzo[d]imidazol]-3'-yl)methyl)-N-(3,4-dimethylisoxazol-5-yl)-2'-(ethoxymethyl)-[1,1'-biphenyl]-2-sulfonamide C(CCC)C=1N(C2=C(N1)C(=CC(=C2)C2=NC1=C(N2C)C=CC=C1)C)CC1=CC(=C(C=C1)C=1C(=CC=CC1)S(=O)(=O)NC1=C(C(=NO1)C)C)COCC